2-hydroxypent-2,4-dienoate OC(C(=O)[O-])=CC=C